N-(6-mercaptohexyl)-2-(4-phenylpiperazin-1-yl)-pyrimidine-5-carboxamide SCCCCCCNC(=O)C=1C=NC(=NC1)N1CCN(CC1)C1=CC=CC=C1